C(C1=CC=CC=C1)N1C(=C(C=C1C)C(CN1C(C=CC(=C1)C#C)=O)=O)C 1-(2-(1-benzyl-2,5-dimethyl-1H-pyrrol-3-yl)-2-oxoethyl)-5-ethynylpyridin-2(1H)-one